N,N-dimethylhexahydropyrrolo[3,4-c]pyrrole-2(1H)-carboxamide CN(C(=O)N1CC2CNCC2C1)C